3-oxo-propionic acid ethyl ester hydrochloride Cl.C(C)OC(CC=O)=O